4-(2-methyl-3-(1H-pyrrolo[2,3-b]pyridin-5-yl)-3H-imidazo[4,5-b]pyridin-5-yl)pyridin-2-amine CC1=NC=2C(=NC(=CC2)C2=CC(=NC=C2)N)N1C=1C=C2C(=NC1)NC=C2